[13C]([13CH2][13CH2][13CH2][13CH2][13CH2][13CH2][13CH2][13CH2][13CH2][13CH2][13CH2][13CH2][13CH2][13CH2][13CH3])(=O)O [13C16]palmitic acid